O1COC2=C1C=CC(=C2)C(C(=O)NC=2SC(=C(C2C(=O)OC)C)C(N)=O)CC methyl 2-(2-(benzo[d][1,3]dioxol-5-yl)butanamido)-5-carbamoyl-4-methylthiophene-3-carboxylate